ClC1=CC=C(C=C1)C1=CC=C(C=C1)CCC(C(=O)O)OC1=CC=C(C=C1)C=CC(C1=CC=CC=C1)=O 4-[4-(4-Chlorophenyl)phenyl]-2-[4-(3-oxo-3-phenylprop-1-enyl)phenoxy]butanoic acid